6-(4-((2R,6S)-4-acryloyl-6-(difluoromethyl)morpholin-2-yl)-6-chloropyridin-2-yl)-N-methylpyrimidine-4-carboxamide C(C=C)(=O)N1C[C@H](O[C@@H](C1)C(F)F)C1=CC(=NC(=C1)Cl)C1=CC(=NC=N1)C(=O)NC